ethyl-2-(4-aminophenyl)acetate C(C)OC(CC1=CC=C(C=C1)N)=O